2-((trimethylsilyl)oxy)ethan-1-ol C[Si](OCCO)(C)C